C[C@@H]1N(CCN([C@@H]1C)C)C(=O)OC(C)(C)C tert-butyl (2S,3R)-2,3,4-trimethylpiperazine-1-carboxylat